(±)-(Trans)-3-fluoro-1-isopropyl-4-(4-nitro-1H-pyrazol-1-yl)piperidine F[C@@H]1CN(CC[C@H]1N1N=CC(=C1)[N+](=O)[O-])C(C)C |r|